The molecule is a diester obtained by formal condensation of the carboxy groups of glutaric acid with the hydroxy groups of (S)-1,2-di-O-dodecanylglycerol and 7-hydroxy-6-methylphenoxazin-3-one. It is a diester, an ether lipid and a phenoxazine. It derives from a glutaric acid. It is an enantiomer of a (R)-1,2-di-O-dodecanylglycero-3-glutaric acid 6'-methylresorufin ester. CCCCCCCCCCCCOC[C@@H](COC(=O)CCCC(=O)OC1=C(C2=C(C=C1)N=C3C=CC(=O)C=C3O2)C)OCCCCCCCCCCCC